7-Chloro-5-(2-fluorophenyl)-3-methyl-2,3-dihydro-1H-1,4-benzodiazepin-2-one ClC=1C=CC2=C(C(=NC(C(N2)=O)C)C2=C(C=CC=C2)F)C1